dibromoneopentyl glycol diacrylate C(C=C)(=O)OC(C(C)(C(OC(C=C)=O)Br)C)Br